bis(2,4'-n-butylphenyl) bisphosphite P(OC1=C(C=CC=C1)CCCC)([O-])[O-].P(OC1=C(C=CC=C1)CCCC)([O-])[O-]